Cl.N[C@H]1[C@H](COC1)O |r| (3RS,4RS)-4-aminotetrahydrofuran-3-ol hydrochloride